ClC=1C=C(N=NC1)OC(C)C 5-Chloro-3-(1-methyleth-oxy)pyridazine